BrC=1C(=C(C=O)C=C(C1)Cl)NC=1C=NN(C1)COCC[Si](C)(C)C 3-bromo-5-chloro-2-((1-((2-(trimethylsilyl)ethoxy)methyl)-1H-pyrazol-4-yl)amino)benzaldehyde